6-[(3S)-isoxazolidin-3-yl]pyrazine-2-carbonitrile TFA salt OC(=O)C(F)(F)F.O1N[C@@H](CC1)C1=CN=CC(=N1)C#N